O1COC2=C1C=CC(=C2)C(C(C(=O)O)([2H])[2H])([2H])[2H] 3-(1,3-benzodioxol-5-yl)-2,2,3,3-tetradeuterio-propanoic acid